6-chloro-N4-(3,5-difluoro-4-{(3-methyl-1H-pyrrolo{2,3-b}pyridine-4-yl)oxy}-phenyl)pyrimidine-2,4-diamine ClC1=CC(=NC(=N1)N)NC1=CC(=C(C(=C1)F)OC1=C2C(=NC=C1)NC=C2C)F